tert-butyl N-[2-[acetyl (methyl) amino] ethyl]-N-methyl-carbamate C(C)(=O)N(CCN(C(OC(C)(C)C)=O)C)C